penta-aminotetrazole NC1N(N(N(N1N)N)N)N